3-methyl-3-butenal CC(CC=O)=C